NC=1C(NC2=CC(=C(N=C2C1C1=C2C=NNC2=C(C=C1)F)N1C2CN(C(C1)C2)C)C)=O 3-Amino-4-(7-fluoro-1H-indazol-4-yl)-7-methyl-6-(5-methyl-2,5-diazabicyclo[2.2.1]heptan-2-yl)-1H-1,5-naphthyridin-2-one